ClCCCCCCN1N=CC=C(C1=O)C1=CC=CC=C1 2-(6-Chlorohexyl)-4-phenyl-2,3-dihydropyridazin-3-one